OCCN(C=1N=C(C=2N=C(N=C(C2N1)N1CC(N(CC1)C)=O)N(CCOC)CCOC)N1CCC(CC1)OC)CCO 4-(6-(bis(2-hydroxyethyl)amino)-2-(bis(2-methoxyethyl)amino)-8-(4-methoxypiperidin-1-yl)pyrimido[5,4-d]pyrimidin-4-yl)-1-methylpiperazin-2-one